BrCCCCC(C(=O)OC(C)(C)C)(C)C tert-butyl 6-bromo-2,2-dimethylhexanoate